2-(carbomethoxy)ethyltrimethoxy-silane C(=O)(OC)CC[Si](OC)(OC)OC